6-(4-(quinoxalin-2-yl)-3-(trifluoromethyl)-1H-pyrazol-1-yl)hexan-1-amine N1=C(C=NC2=CC=CC=C12)C=1C(=NN(C1)CCCCCCN)C(F)(F)F